C(C)OP(=O)(OCC)SC[C@H](N)C(=O)O S-(diethoxyphosphoryl)cysteine